6-Chloro-3-(7-fluoro-benzo[d]imidazo-[2,1-b]thiazol-2-yl)-chromen-2-one ClC=1C=C2C=C(C(OC2=CC1)=O)C=1N=C2SC3=C(N2C1)C=CC(=C3)F